BrC1=CC=CC2=C1N(C(=N2)CC)CC(CNC(OC(C)(C)C)=O)O tert-butyl N-[3-(7-bromo-2-ethyl-benzimidazol-1-yl)-2-hydroxy-propyl]carbamate